1'-[3-(difluoromethoxy)phenyl]-N-(4-methyl-1,1-dioxo-thiacyclohexan-4-yl)-2'-oxo-spiro[cyclopentane-1,3'-indoline]-5'-carboxamide FC(OC=1C=C(C=CC1)N1C(C2(C3=CC(=CC=C13)C(=O)NC1(CCS(CC1)(=O)=O)C)CCCC2)=O)F